[Cl-].C(#N)C1=CC=C(C=C1)C1=NN(CC1C1=CC=CC=C1)C(=O)NS(=O)(=O)C1=CC=C(C=C1)C(F)(F)F (E)-3-(4-cyanophenyl)-4-phenyl-N-((4-(trifluoromethyl)phenyl)sulfonyl)-4,5-dihydro-1H-pyrazole-1-carboxamide chloride